(S)-1,2-ethanediol C(CO)O